N1=C(C=CC=C1)CCNC(=O)C1=NC(=NO1)C=1SC=CC1 (2-(pyridin-2-yl)ethyl)-3-(thiophen-2-yl)-1,2,4-oxadiazole-5-carboxamide